(S)-5-(1-(cyclohexylmethyl)piperidin-2-yl)-3-(3-phenyl-propyl)-1,2,4-oxadiazole C1(CCCCC1)CN1[C@@H](CCCC1)C1=NC(=NO1)CCCC1=CC=CC=C1